3-(5-(((S)-1-((2-(Methoxymethyl)quinolin-6-yl)methyl)pyrrolidin-3-yl)oxy)-oxoisoindolin-2-yl)piperidine-2,6-dione COCC1=NC2=CC=C(C=C2C=C1)CN1C[C@H](CC1)OC=1C=C2CN(C(C2=CC1)=O)C1C(NC(CC1)=O)=O